Benzo[1,2-b:4,5-b']Difuran O1C=2C(C=C1)=CC=1OC=CC1C2